ClC1=NC=C(C(=C1)N1C(C2=C(C=C1)N(N=C2)CC2=C(C=CC=C2)F)=O)Cl 5-(2,5-dichloropyridin-4-yl)-1-(2-fluorobenzyl)-1,5-dihydro-4H-pyrazolo[4,3-c]pyridin-4-one